BrC1=C(C=C(S1)\C=C(\CC(=O)O)/C(=O)OCC)CCO[Si](C1=CC=CC=C1)(C1=CC=CC=C1)C(C)(C)C (Z)-4-(5-bromo-4-(2-((tert-butyldiphenylsilyl)oxy)ethyl)thiophen-2-yl)-3-(ethoxycarbonyl)but-3-enoic acid